3-benzyl-5-(2-hydroxyethyl)-4-methyl-1,3-thiazolium C(C1=CC=CC=C1)[N+]1=CSC(=C1C)CCO